CC1=CC=C(C(=O)OC2C(CCCC2)[Se]C2=CC=CC=C2)C=C1 2-(phenylselanyl)cyclohexyl 4-methylbenzoate